6-chloro-4-((1-fluoro-10-methyl-7-oxo-6,7,8,9,10,11-hexahydro-5H-pyrido[3',4':4,5]pyrrolo[2,3-f]isoquinolin-2-yl)amino)nicotinate ClC1=NC=C(C(=O)[O-])C(=C1)NC=1N=CC=2CCC3=C(C2C1F)NC1=C3C(NCC1C)=O